ClC=1C(=CC(=NC1)OC)C1=CC(=NN1)C(=O)N1CCC(CC1)C(=O)NCC=1C=NC=CN1 1-[5-(5-chloro-2-methoxypyridin-4-yl)-1H-pyrazole-3-carbonyl]-N-[(pyrazin-3-yl)methyl]piperidine-4-carboxamide